(2-Chloro-5-fluorophenyl)(3-{[2-(4-chlorophenyl)-imidazo[1,2-a]pyridin-3-yl]methyl}-3,6-diaza-bicyclo[3.1.1]hept-6-yl)methanon ClC1=C(C=C(C=C1)F)C(=O)N1C2CN(CC1C2)CC2=C(N=C1N2C=CC=C1)C1=CC=C(C=C1)Cl